2-[[(2S)-2-amino-2-[2,3-dichloro-6-(methoxymethoxy)phenyl]ethyl]amino]ethanol N[C@H](CNCCO)C1=C(C(=CC=C1OCOC)Cl)Cl